BrC1=CC(=C(C=C1)NC1=NC=NC2=CC(=C(C=C12)OC)OCCN1N=NC=C1)F N-(4-bromo-2-fluorophenyl)-6-methoxy-7-(2-(1H-1,2,3-triazol-1-yl)ethoxy)quinazolin-4-amine